C1(CC1)CS(=O)(=O)N1CC2(C3=C1N=CN=C3N3C[C@H](N(C[C@@H]3C)C(=O)OC(C)(C)C)C)CCC2 tert-butyl (2R,5S)-4-(7'-((cyclopropylmethyl)sulfonyl)-6',7'-dihydrospiro[cyclobutane-1,5'-pyrrolo[2,3-d]pyrimidin]-4'-yl)-2,5-dimethylpiperazine-1-carboxylate